CC=1C=C(C=NC1)[C@H]1N(OCC1)C(=O)C1CCN(CC1)C1=NC=CC(=N1)C(=O)N (S)-2-(4-(3-(5-Methylpyridin-3-yl)isoxazolidine-2-carbonyl)piperidin-1-yl)pyrimidine-4-carboxamide